C([2H])([2H])([2H])N(C/C=C/C(=O)N(C)[C@H](C(=O)NCCC=1C=C(C=CC1)NC=1C(=NC(=C(N1)N(C)CC)CC)C(=O)N)C)C([2H])([2H])[2H] (S,E)-3-((3-(2-(2-(4-(bis(methyl-d3)amino)-N-methylbut-2-enamido)propanamido)ethyl)phenyl)amino)-6-ethyl-5-(ethyl(methyl)amino)pyrazine-2-carboxamide